8-(4-chloro-2-methoxy-6-methylphenyl)-9-(4-((1-(3-fluoropropyl)azetidin-3-ylidene)methyl)phenyl)-6,7-dihydro-5H-benzo[7]annulene-3-carboxylic acid ClC1=CC(=C(C(=C1)C)C=1CCCC2=C(C1C1=CC=C(C=C1)C=C1CN(C1)CCCF)C=CC(=C2)C(=O)O)OC